C(C)OC=1C=C2C=C(C=NC2=C(C1)C1=CC=C(C=C1)C(F)(F)F)C(=O)O 6-Ethoxy-8-(4-(trifluoromethyl)phenyl)quinoline-3-carboxylic acid